dodecahydro-N-ethyl-carbazole C(C)N1C2CCCCC2C2CCCCC12